N-[(3R,4S)-1-(3,4-difluorobenzoyl)-4-fluoropyrrolidin-3-yl]benzamide FC=1C=C(C(=O)N2C[C@H]([C@H](C2)F)NC(C2=CC=CC=C2)=O)C=CC1F